6-chloro-N-(4-(trifluoromethoxy)phenyl)isoquinolin-1-amine ClC=1C=C2C=CN=C(C2=CC1)NC1=CC=C(C=C1)OC(F)(F)F